BrC1=C(C=C(C=N1)N1N=NC(=C1)C(=O)OCC)F ethyl 1-(6-bromo-5-fluoropyridin-3-yl)-1H-1,2,3-triazole-4-carboxylate